FC1=CC(=C2CN(C(C2=C1)=O)C1C(NC(CC1)=O)=O)C1CCN(CC1)CCCCCCOC1=CC=C(C=C1)[C@H]1[C@H](CCC2=CC(=CC=C12)O)C1=CC=CC=C1 3-(6-Fluoro-4-(1-(6-(4-((1R,2S)-6-hydroxy-2-phenyl-1,2,3,4-tetrahydro-naphthalen-1-yl)phenoxy)hexyl)piperidin-4-yl)-1-oxoisoindolin-2-yl)piperidine-2,6-dione